O(CCCCCCCCOCC1=CC=CC=C1)CCCCCCCCOCC1=CC=CC=C1 (((oxybis(octane-8,1-diyl))bis(oxy))bis(methylene))dibenzene